FC1=C2C=C(N=NC2=CC=C1)C1CCNCC1 5-fluoro-3-(piperidin-4-yl)cinnoline